C(=CC)N1C[C@@H](CCC1)N1N=C(C=2C1=NC=NC2N)C2=CC=C(C1=C2OCO1)NC(=O)C1=NC2=CC=CC=C2C=C1 (R)-N-(7-(1-(1-propenylpiperidin-3-yl)-4-amino-1H-pyrazolo[3,4-d]pyrimidin-3-yl)benzo[d][1,3]dioxolan-4-yl)quinoline-2-carboxamide